2E,4E-Heptadienal C(\C=C\C=C\CC)=O